2-[4-(2-hydroxy-3-dodecyloxy-propyl)oxy-2-hydroxyphenyl]-4,6-bis(2,4-dimethylphenyl)-1,3,5-triazine OC(COC1=CC(=C(C=C1)C1=NC(=NC(=N1)C1=C(C=C(C=C1)C)C)C1=C(C=C(C=C1)C)C)O)COCCCCCCCCCCCC